3-cyano-5-(trifluoromethyl)-phenylboronic acid C(#N)C=1C=C(C=C(C1)C(F)(F)F)B(O)O